[Br-].C(C(=C)C)(=O)OCCC[P+](C1=CC=CC=C1)(C1=CC=CC=C1)C1=CC=CC=C1 methacryloxypropyl-triphenylphosphonium bromide